FC1=C(C=C(C=C1)F)[C@H]1N(CC[C@H](C1)N(C(C(F)(F)F)=O)C)C(=O)N1CC2(CCCC2)[C@@H](CC1)CN1C(COCC1)=O N-((2S,4R)-2-(2,5-difluorophenyl)-1-((R)-10-((3-oxomorpholino)methyl)-7-azaspiro[4.5]decane-7-carbonyl)piperidin-4-yl)-2,2,2-trifluoro-N-methylacetamide